C(CCCCCCCCC(=O)O)(=O)O decaanedioic acid